N4-(3-(4-Methoxyphenyl)isoxazol-5-yl)-N2-(tetrahydro-2H-pyran-4-yl)pyrimidine-2,4-diamine COC1=CC=C(C=C1)C1=NOC(=C1)NC1=NC(=NC=C1)NC1CCOCC1